N-(4-(tert-butyl)phenyl)-1-cyano-N-(2-(cyclohexylamino)-2-oxo-1-(pyridin-3-yl)ethyl)pyrrolidine-2-carboxamide C(C)(C)(C)C1=CC=C(C=C1)N(C(=O)C1N(CCC1)C#N)C(C(=O)NC1CCCCC1)C=1C=NC=CC1